NC1=NNC2=CC=C(C(=C12)C)C1=CC(=C(C=C1)S(=O)(=O)N1[C@@H](CC(C1)(F)F)CO)C (S)-(1-((4-(3-amino-4-methyl-1H-indazol-5-yl)-2-methylphenyl)sulfonyl)-4,4-difluoropyrrolidin-2-yl)methanol